t-butyl 7-methoxy-2-azaspiro[3.5]nonane-2-carboxylate COC1CCC2(CN(C2)C(=O)OC(C)(C)C)CC1